5-(3-bromo-5-fluorophenyl)-3-{3-[(tert-butyldimethylsilyl)oxy]propyl}-1,3-oxazolidin-2-one BrC=1C=C(C=C(C1)F)C1CN(C(O1)=O)CCCO[Si](C)(C)C(C)(C)C